FC=1C(=C2C(=C(C(=C(C2=CC1)F)F)F)F)F hexafluoronaphthalin